methyl 2-{[8-(morpholin-4-yl)-3-oxo-1H,2H,3H-benzo[e]isoindol-2-yl]methyl}prop-2-enoate N1(CCOCC1)C=1C=CC2=C(C=3CN(C(C3C=C2)=O)CC(C(=O)OC)=C)C1